CC1=CC(=O)OC2=C1C=CC(=C2)OC(=O)COC3=CC4=C(C=C3)C(=O)C(=C(O4)C)C5=CC6=C(C=C5)OCCO6 The molecule is a carboxylic ester obtained by formal condensation of that carboxy group of {[3-(2,3-dihydro-1,4-benzodioxin-6-yl)-2-methyl-4-oxochromen-7-yl]oxy}acetic acid with the hydroxy group of 7-hydroxy-4-methylchromen-2-one. It is a benzodioxine, a member of chromones, a member of coumarins and a carboxylic ester.